1-(4-(3-(6-(1H-pyrazol-1-yl)pyrid-2-yl)-1-(2,6-difluorobenzyl)-5-((dimethylamino)methyl)-2,4-dioxo-1,2,3,4-tetrahydrothieno[2,3-d]pyrimidin-6-yl)phenyl)-3-methoxyurea N1(N=CC=C1)C1=CC=CC(=N1)N1C(N(C2=C(C1=O)C(=C(S2)C2=CC=C(C=C2)NC(=O)NOC)CN(C)C)CC2=C(C=CC=C2F)F)=O